C(C)N(C(C=C)=O)CC=1C=CC=2C(C3=CC=CC=C3SC2C1)=O N-ethyl-N-[(9-oxo-9H-thioxanthen-3-yl)methyl]prop-2-enamide